4-[(E)-3-[4-(Methanesulfonamido)phenyl]-3-oxoprop-1-enyl]benzoic acid CS(=O)(=O)NC1=CC=C(C=C1)C(/C=C/C1=CC=C(C(=O)O)C=C1)=O